6-(4-bromophenyl)-4-(4-(2-chlorophenyl)piperazin-1-yl)pyridin-2-amine BrC1=CC=C(C=C1)C1=CC(=CC(=N1)N)N1CCN(CC1)C1=C(C=CC=C1)Cl